2-bromopyridine-3-carboxylate BrC1=NC=CC=C1C(=O)[O-]